(R)-N-(1-(4-Amino-6-(trifluoromethyl)pyridin-2-yl)ethyl)-7-methoxy-2-methyl-6-(2-(1-Methylcyclobutyloxy)ethoxy)quinazolin-4-amine NC1=CC(=NC(=C1)C(F)(F)F)[C@@H](C)NC1=NC(=NC2=CC(=C(C=C12)OCCOC1(CCC1)C)OC)C